sodium dichlorooctanoate ClC(C(=O)[O-])(CCCCCC)Cl.[Na+]